3-vinylhexa-1,5-diene C(=C)C(C=C)CC=C